n-pentyl-(trimethylsilylmethyl)dimethoxysilane C(CCCC)[Si](OC)(OC)C[Si](C)(C)C